2-((4-bromo-2-chlorophenoxy)methyl)pyridine BrC1=CC(=C(OCC2=NC=CC=C2)C=C1)Cl